C(C)(C)(C)OC(=O)N1N=CC(=C1)N1CCOCC1.FC=1C=CC2=C(N(OCCC2)[C@H]2NCCC2)C1 (R)-2-((S)-8-fluoro-1,3,4,5-tetrahydrobenzo[c]oxazepin-1-yl)pyrrolidine TERT-BUTYL-4-MORPHOLINOPYRAZOLE-1-CARBOXYLATE